C(C)(C)(C)C1=CC2=C(OC3=C2C=C(C=C3)Cl)C(=C1)C(C)(C)C 2,4-di-tert-butyl-8-chlorodibenzo[b,d]furan